ClC1=C(C=CC=C1NC(C1=NC=C(C=C1)CN1CCCC1)=O)C1=C(C(=CC=C1)NC(=O)C1=CC(=C(C=N1)CN1[C@@H](CCCC1)C(=O)O)C)C (S)-1-((6-((2'-chloro-2-methyl-3'-(5-(pyrrolidin-1-ylmethyl)picolinamido)-[1,1'-biphenyl]-3-yl)carbamoyl)-4-methylpyridin-3-yl)methyl)piperidine-2-carboxylic Acid